C(C)(=O)OO.C(C)=O acetaldehyde monoperoxyacetate